(2-chloro-6-((2,2-dimethylazetidin-1-yl)methyl)phenyl)methylamine ClC1=C(C(=CC=C1)CN1C(CC1)(C)C)CN